CC1(OC(C1)NC(=O)C1=C(OC=2N=CN=C(C21)NC2(CC2)C)C)C N-(2,2-dimethyloxetan-4-yl)-6-methyl-4-[(1-methylcyclopropyl)amino]furo[2,3-d]pyrimidine-5-carboxamide